N=1N=CN2C=NC(=CC21)OC2=C(C=C(N)C=C2)F 4-([1,2,4]Triazolo[4,3-c]Pyrimidin-7-yloxy)-3-fluoroaniline